6-(cyclopropanecarboxamido)-4-((3-(5-(difluoromethyl)-1,2,4-oxadiazol-3-yl)-2-methoxyphenyl)amino)-N-(methyl-d3)pyridazine-3-carboxamide C1(CC1)C(=O)NC1=CC(=C(N=N1)C(=O)NC([2H])([2H])[2H])NC1=C(C(=CC=C1)C1=NOC(=N1)C(F)F)OC